C(=O)O.C(C1=CN=CC=C1)#N nicotinonitrile formate salt